C(C)OC(=O)C1=CC=C(O)C=C1.[K] Potassium Ethylparaben